CC1=C(N2C(C=3N(CCOC3C(=N2)NC2CCC(CC2)(O)C)C)=N1)C1=CC=NC=C1 4-(2,9-Dimethyl-3-pyridin-4-yl-8,9-dihydro-7H-6-oxa-1,3a,4,9-tetraaza-cyclopenta[a]naphthalen-5-ylamino)-1-methyl-cyclohexanol